BrC=1C=C(C=CC1)C1=NN(C(=C1)C(=O)N[C@@H](C)C1CC1)CC(C)(C)O (S)-3-(3-bromophenyl)-N-(1-cyclopropylethyl)-1-(2-hydroxy-2-methylpropyl)-1H-pyrazole-5-carboxamide